COC(C(C1=CC(=CC=C1)C=1C=NN(C1)C1OCCCC1)NC(CCCO)=O)=O (4-hydroxybutyrylamino){3-[1-(Oxacyclohex-2-yl)-1H-pyrazol-4-yl]phenyl}acetic acid methyl ester